tert-butyl N-[2-(6-chloroimidazo[4,5-c]pyridin-1-yl)ethyl]carbamate ClC1=CC2=C(C=N1)N=CN2CCNC(OC(C)(C)C)=O